CN(CC(COCCCCCCCC\C=C/C\C=C/CCCCC)OC(CCC)O[C@@H]1CC2=CC[C@H]3[C@@H]4CC[C@H]([C@@H](CCCC(C)C)C)[C@]4(CC[C@@H]3[C@]2(CC1)C)C)C 3-dimethylamino-2-(cholest-5-ene-3β-oxybutan-4-oxy)-1-(cis,cis-9,12-octadecadienoxy)propane